(S)-2-(1-(4-cyano-5,5-difluoro-3-(2-(difluoromethyl)azetidin-1-yl)-6,7-Dihydro-5H-cyclopenta[c]pyridin-1-yl)azetidin-3-yl)acetic acid C(#N)C=1C2=C(C(=NC1N1[C@@H](CC1)C(F)F)N1CC(C1)CC(=O)O)CCC2(F)F